BrCCOC(F)F 1-bromo-2-(difluoro-methoxy)ethane